N-((3S,3aR,6S,6aR)-6-aminohexahydrofuro[3,2-b]furan-3-yl)-2,5,8,11,14,17,20,23,26,29,32,35-dodecaoxaoctatriacontan-38-amide N[C@H]1CO[C@H]2[C@@H]1OC[C@@H]2NC(CCOCCOCCOCCOCCOCCOCCOCCOCCOCCOCCOCCOC)=O